C12(CC(C1)C2)C(=O)N2CC=1N3C(=CN=C3N=C(C1C2)NC(C)C2=CC(=CC=C2)C(F)(F)F)C Bicyclo[1.1.1]pent-1-yl-{8-methyl-4-[1-(3-trifluoromethyl-phenyl)-ethylamino]-1,3-dihydro-2,5,6,8a-tetraaza-as-indacen-2-yl}-methanone